S1[As](SCC1)C=1C(=C(C=CC1)O)[N+](=O)[O-] (1,3,2-dithiarsolan-2-yl)-2-nitrophenol